NC1CCN(CC1)C1=CC(=C(C(=N1)C1=CC(=C(C#N)C=C1)F)C1=CC(=C(C=C1)OC)O)OCC 4-(6-(4-aminopiperidin-1-yl)-4-ethoxy-3-(3-hydroxy-4-methoxyphenyl)pyridin-2-yl)-2-fluorobenzonitrile